ClC=1C=C(C(=NC1)OCC1=NC=CC(=C1)OC1CCN(CC1)CC1=NC2=C(N1C[C@H]1OCC1)C=C(C=C2F)C(=O)O)F (S)-2-((4-((2-(((5-Chloro-3-fluoropyridin-2-yl)oxy)methyl)pyridin-4-yl)oxy)piperidin-1-yl)methyl)-4-fluoro-1-(oxetan-2-ylmethyl)-1H-benzo[d]imidazole-6-carboxylic acid